(4-(6-((4-cyanobenzyl)oxy)pyridin-2-yl)-2,5-difluorobenzyl)-1-(2-methoxyethyl)-1H-benzo[d]imidazole-6-carboxylic acid C(#N)C1=CC=C(COC2=CC=CC(=N2)C2=CC(=C(CC3=NC4=C(N3CCOC)C=C(C=C4)C(=O)O)C=C2F)F)C=C1